C1(C(=O)NC(=O)N1)NC(=O)N The molecule is an imidazolidine-2,4-dione that is 5-aminohydantoin in which a carbamoyl group is attached to the exocyclic nitrogen. It has a role as a vulnerary, a human metabolite, a Saccharomyces cerevisiae metabolite and an Escherichia coli metabolite. It is a member of ureas and an imidazolidine-2,4-dione. It derives from a hydantoin. It is a tautomer of a 1-(5-hydroxy-2-oxo-2,3-dihydroimidazol-4-yl)urea.